BrC=1C=C(C=C(C1)Cl)[C@H]1NC[C@@H](N(C1)C(=O)OC(C)(C)C)C trans-tert-butyl 5-(3-bromo-5-chlorophenyl)-2-methylpiperazine-1-carboxylate